N1-(6-chloropyridin-3-yl)-N6-((1-methyl-1H-pyrazol-4-yl)methyl)isoquinoline-1,6-diamine ClC1=CC=C(C=N1)NC1=NC=CC2=CC(=CC=C12)NCC=1C=NN(C1)C